4-penten-1-yne C#CCC=C